7-methyl-4,7-dihydro-3H-oxathiepine 2,2-dioxide CC1C=CCCS(O1)(=O)=O